2-amino-N-(4-(benzylthio)phenyl)-1,2,3,4-tetrahydronaphthalene-2-carboxamide hydrochloride Cl.NC1(CC2=CC=CC=C2CC1)C(=O)NC1=CC=C(C=C1)SCC1=CC=CC=C1